BrC1=CC=C(C=C1)C1=CC(=NN1)C(F)(F)F 5-(4-bromophenyl)-3-(trifluoromethyl)-1H-pyrazole